N-((cyclopropylmethyl)sulfonyl)-3-((2,6-dimethylbenzyl)oxy)-4-methylbenzamide C1(CC1)CS(=O)(=O)NC(C1=CC(=C(C=C1)C)OCC1=C(C=CC=C1C)C)=O